((4,4-difluorocyclohexyl)methoxy)(methylthio)methane FC1(CCC(CC1)COCSC)F